(3S)-5-(2,6-difluorophenyl)-3-methyl-1,3,6,7,8,9-hexahydrobenzothieno[2,3-e][1,4]diazepine-2-One FC1=C(C(=CC=C1)F)C=1C2=C(NC([C@@H](N1)C)=O)SC1=C2CCCC1